3-OxO-2,8-diaza-spiro[4.5]decan O=C1NCC2(C1)CCNCC2